C(C)C1=CC=C(C=C1)C(C=O)C 2-(4-ethylphenyl)propanal